NC1=C2C(=NC=N1)N(N=C2C=2C=NC(=CC2)OC2=CC=C(C=C2)C)[C@H]2CN(CCC2)C(=O)C(C#N)=CC2CC2 (R)-2-(3-(4-amino-3-(6-(p-tolyloxy)pyridin-3-yl)-1H-pyrazolo[3,4-d]pyrimidin-1-yl)piperidine-1-carbonyl)-3-cyclopropylacrylonitrile